OC(CC1=C(C(=O)[O-])C=CC=C1)CC1=C(C(=O)[O-])C=CC=C1 2-hydroxypropane-1,3-diyldibenzoate